FC(C1=NN(C(=C1)NC(C1=CC(=CC=C1)OC)=O)C)F N-(3-(difluoromethyl)-1-methyl-1H-pyrazol-5-yl)-3-methoxybenzamide